C(C)C=1C(=C2C=NNC2=C(C1F)C(=C)C)C=1N=CC=2N(C1)C=C(N2)NC(=O)[C@H]2[C@H](C2)F (1S,2S)-N-(6-(5-ethyl-6-fluoro-7-(prop-1-en-2-yl)-1H-indazol-4-yl)imidazo[1,2-a]pyrazin-2-yl)-2-fluorocyclopropane-1-carboxamide